hexa(ethynyl)benzene C(#C)C1=C(C(=C(C(=C1C#C)C#C)C#C)C#C)C#C